5-[6-(4-fluoro-phenyl)-benzofuran-2-yl]-2H-[1,2,3]triazole-4-carbonitrile FC1=CC=C(C=C1)C1=CC2=C(C=C(O2)C=2C(=NNN2)C#N)C=C1